(1S)-6-chloro-1-{[(3S)-oxan-3-yl]methyl}-2-[5-(trifluoromethyl)-1,3,4-oxadiazol-2-yl]-2,3,4,9-tetrahydro-1H-pyrido[3,4-b]indole ClC=1C=C2C3=C(NC2=CC1)[C@@H](N(CC3)C=3OC(=NN3)C(F)(F)F)C[C@H]3COCCC3